2,5-dimethoxy-4-tert-butylthio-phenethylamine COC1=C(CCN)C=C(C(=C1)SC(C)(C)C)OC